Cl.C1CC12NCCN(C2)C2=C1C=CN=NC1=C(C=C2)C(=O)NC=2C=C(C=1N(C2)C=C(N1)C)F 5-[4,7-diazaspiro[2.5]octan-7-yl]-N-[8-fluoro-2-methylimidazo[1,2-a]pyridin-6-yl]cinnoline-8-carboxamide hydrochloride